α-iodo-β-phenylpropionic acid IC(C(=O)O)CC1=CC=CC=C1